(R)-3-Amino-1-(2-((6-amino-9H-purin-9-yl)methyl)-3-((dimethylamino)methyl)-4-fluorophenyl)-N-((1S,2R)-2-phenylcyclopropyl)pyrrolidin-3-carboxamid N[C@]1(CN(CC1)C1=C(C(=C(C=C1)F)CN(C)C)CN1C2=NC=NC(=C2N=C1)N)C(=O)N[C@@H]1[C@H](C1)C1=CC=CC=C1